COC(=O)[C@]1(N(C=CC=CC1)C(=O)OCC1=CC=CC=C1)C (S)-2-methylazepine-1,2-dicarboxylic acid 1-benzyl ester 2-methyl ester